C(#CC(=O)O)C(=O)O.O1C(=C(C=C1)CO)CO furanedimethanol acetylene-1,2-dicarboxylate